1-Butyl-N-(3,5-difluoro-4-((6S,7S)-7-isobutyl-8-methyl-6,7,8,9-tetrahydro-3H-pyrazolo[3,4-h]Isochinolin-6-yl)phenyl)azetidin-3-amin C(CCC)N1CC(C1)NC1=CC(=C(C(=C1)F)[C@H]1[C@@H](N(CC=2C3=C(C=CC12)NN=C3)C)CC(C)C)F